ClC1=C(C(=NC=C1C(=O)NC=1C=NC=CC1)F)F 4-Chloro-5,6-difluoro-N-(pyridin-3-yl)nicotinamide